C1(CC1)CN1C(=CC2=CC=CC=C12)C1=NC=2C(=CC=3CCN(C(C3C2)=O)C[C@@H](C(F)F)N[S@](=O)C(C)(C)C)N1C (R)-N-((S)-3-(2-(1-(cyclopropylmethyl)-1H-indol-2-yl)-1-methyl-5-oxo-1,5,7,8-tetrahydro-6H-imidazo[4,5-g]isoquinolin-6-yl)-1,1-difluoropropan-2-yl)-2-methylpropan-2-sulfinamide